Cl.OC1=C(C=C(C=C1)NC(=O)C1=CC=C(C=C1)C1=CC=C(C=C1)C(F)(F)F)NS(=O)(=O)C N-(4-hydroxy-3-(methylsulfonylamino)phenyl)-4'-(trifluoromethyl)-[1,1'-biphenyl]-4-carboxamide hydrochloride